B(O)(O)C=1C=C(C(=O)O)C=CC1F 3-borono-4-fluorobenzoic acid